tert-butyl (S)-4-(5-iodo-7-tosyl-7H-pyrrolo[2,3-d]pyrimidin-4-yl)-3-methylpiperazine-1-carboxylate IC1=CN(C=2N=CN=C(C21)N2[C@H](CN(CC2)C(=O)OC(C)(C)C)C)S(=O)(=O)C2=CC=C(C)C=C2